1,4-bis(2-(4-bromophenyl)hydrazinomethylene)cyclohexane BrC1=CC=C(C=C1)NNC=C1CCC(CC1)=CNNC1=CC=C(C=C1)Br